C1(=CC=CC=C1)N(C1=NC=C(C=N1)C(=O)NCCCCCCC(=O)NO)C1=CC=CC=C1 2-(diphenylamino)-N-(7-(hydroxyamino)-7-oxoheptyl)pyrimidine-5-carboxamide